C[Si](C(C)(C)C)(C)C1=C(C#N)C=CC=C1 di-methyl-tert-butylsilylbenzonitrile